C(C)N(C(C1=C(C=CC(=C1)F)C=1C=2N(C=C(C1)C1CN(C1)C(CN1CCOCC1)C(C)C)C(=NC2)C)=O)C(C)C N-ethyl-5-fluoro-2-(3-methyl-6-{1-[3-methyl-1-(morpholin-4-yl)butan-2-yl]azetidin-3-yl}imidazo[1,5-a]pyridin-8-yl)-N-(isopropyl)benzamide